((3R,4R)-4-methyl-1-pyrimidin-2-ylmethyl-pyrrolidin-3-yl)-3-(tetrahydro-pyran-4-yl)-7H-imidazo[1,5-a]pyrazin-8-one C[C@@H]1[C@H](CN(C1)CC1=NC=CC=N1)C=1N=C(N2C1C(NC=C2)=O)C2CCOCC2